OC1=C(C=CC(=C1)C(F)(F)F)C1=C(N=C(N=N1)N1[C@@H](CCC1)C(=O)N)C (S)-1-(6-(2-hydroxy-4-(trifluoromethyl)phenyl)-5-methyl-1,2,4-triazin-3-yl)pyrrolidine-2-carboxamide